ethyl rac-(2S,3S,5R)-3-(3,4-difluoro-2-methoxy-phenyl)-5-ethyl-5-(trifluoromethyl)tetrahydrofuran-2-carboxylate FC=1C(=C(C=CC1F)[C@H]1[C@H](O[C@](C1)(C(F)(F)F)CC)C(=O)OCC)OC |r|